C(C)(C)C1=NC=CC=C1C1=NC=C2N(C(N(C2=N1)CC1=CC=C(C=C1)C=1N(C=C(N1)C(F)(F)F)C)=O)C1COC1 2-(2-isopropylpyridin-3-yl)-9-(4-(1-methyl-4-(trifluoromethyl)-1H-imidazol-2-yl)benzyl)-7-(oxetan-3-yl)-7,9-dihydro-8H-purin-8-one